CN(C=C(C=O)F)C 3-(dimethylamino)2-fluoroprop-2-en-1-one